2-morpholinopyrimidine-5-carbaldehyde O1CCN(CC1)C1=NC=C(C=N1)C=O